7-(2-methoxyphenyl)-2,2-dimethyl-4H-[1,3]-dioxino[5,4-c]pyridin-4-one COC1=C(C=CC=C1)C1=CC2=C(C=N1)C(OC(O2)(C)C)=O